tert-butyl (R)-methyl((8-(2-methylpyrimidin-5-yl)chroman-4-yl)methyl)carbamate CN(C(OC(C)(C)C)=O)C[C@@H]1CCOC2=C(C=CC=C12)C=1C=NC(=NC1)C